COC=1C=C(CC2CN(CC2)CC2=CN=C(S2)NC(C)=O)C=CC1 N-(5-((3-(3-methoxybenzyl)pyrrolidin-1-yl)methyl)thiazol-2-yl)acetamide